3,4-dihydro-1H-benzo[4,5]imidazo[2,1-c][1,4]oxazine-8-carboxamide C1OCCN2C1=NC1=C2C=CC(=C1)C(=O)N